1-(3-((1-isopropyl-6-((5-methyl-1H-pyrazol-3-yl)amino)-1H-pyrrolo[3,2-c]pyridin-4-yl)oxy)pyrrolidin-1-yl)prop-2-en-1-one C(C)(C)N1C=CC=2C(=NC(=CC21)NC2=NNC(=C2)C)OC2CN(CC2)C(C=C)=O